C=CC1=CC=C(C=C1)S(=O)(=O)O styrene-4-sulfonic acid